1,8-dihydroxy-3-(hydroxy)anthraquinone OC1=CC(=CC=2C(C3=CC=CC(=C3C(C12)=O)O)=O)O